4-(5-acetamido-3-chloro-2-pyridinyl)piperazine-1-carboxylic acid tert-butyl ester C(C)(C)(C)OC(=O)N1CCN(CC1)C1=NC=C(C=C1Cl)NC(C)=O